2,2,6,6-tetramethyl-4-piperidyl ketone CC1(NC(CC(C1)C(=O)C1CC(NC(C1)(C)C)(C)C)(C)C)C